(R)-4-(2-chloro-7-(3,5-dimethyl-1H-pyrazol-4-yl)thieno[3,2-d]pyrimidine-4-yl)-3-methylmorpholine ClC=1N=C(C2=C(N1)C(=CS2)C=2C(=NNC2C)C)N2[C@@H](COCC2)C